(E)-2-(6-(2-(3-methylbenzylidene)hydrazinyl)-2-morpholino-9H-purin-9-yl)-1-(pyridin-3-yl)ethan-1-one CC=1C=C(\C=N\NC2=C3N=CN(C3=NC(=N2)N2CCOCC2)CC(=O)C=2C=NC=CC2)C=CC1